[Ru](Cl)Cl.CC1=C(C(=CC(=C1)C)C)N1C(N(C=C1)C1=C(C=C(C=C1C)C)C)C1(C(CCCC1)=CC=C(C)C)P(C1CCCCC1)C1CCCCC1 (1,3-bis(2,4,6-trimethylphenyl)imidazol-2-yl)(3-methyl-2-buten-1-ylidene)(tricyclohexylphosphine) ruthenium dichloride